Cl.FC=1C=C(C#N)C=CC1N1C[C@@H](NCC1)C (S)-3-fluoro-4-(3-methylpiperazin-1-yl)benzonitrile hydrochloride